1,1'-[[2-Hydroxy-3-(2-propen-1-yloxy)propyl]imino]bis[2-propanol] OC(CN(CC(C)O)CC(C)O)COCC=C